N-(3-((R)-N-(D-alanyl)-S-methylsulfonimidoyl)phenyl)-2-(4,4-difluoroazepan-1-yl)-4-methyl-5-(trifluoromethyl)nicotinamide N[C@H](C)C(=O)N=[S@@](=O)(C)C=1C=C(C=CC1)NC(C1=C(N=CC(=C1C)C(F)(F)F)N1CCC(CCC1)(F)F)=O